FC1=C(C(=O)N[C@H](C)C=2C=NC(=NC2)C(F)(F)F)C=C(C=C1C=1SC(=CN1)C)OCC1CCOCC1 (R)-2-fluoro-3-(5-methylthiazol-2-yl)-5-((tetrahydro-2H-pyran-4-yl)methoxy)-N-(1-(2-(trifluoromethyl)pyrimidin-5-yl)ethyl)benzamide